N-[5-ethyl-4-[4-(3-hydroxy-4-piperidyl)phenoxy]-6-(2-isobutylphenyl)pyrimidin-2-yl]-1-methyl-pyrazole-4-sulfonamide C(C)C=1C(=NC(=NC1C1=C(C=CC=C1)CC(C)C)NS(=O)(=O)C=1C=NN(C1)C)OC1=CC=C(C=C1)C1C(CNCC1)O